(S)-5-bromo-1-methyl-3-(5-(2-methyl-4-(oxetan-3-yl)piperazin-1-yl)pyrazin-2-ylamino)pyridin-2(1H)-one BrC=1C=C(C(N(C1)C)=O)NC1=NC=C(N=C1)N1[C@H](CN(CC1)C1COC1)C